(7R,8S)-7-((S)-5H-Imidazo[5,1-a]isoindol-5-yl)-5,6,7,8-tetrahydroimidazo[1,5-a]pyridin-8-ol C=1N=CN2C1C1=CC=CC=C1[C@@H]2[C@@H]2[C@@H](C=1N(CC2)C=NC1)O